4-(((R)-2-cyano-1-phenylethyl)amino)-6-(((S)-(1-cyclopropyl-1H-1,2,3-triazol-4-yl)(6-fluoropyridin-3-yl)methyl-d)amino)quinoline-3,8-dicarbonitrile C(#N)C[C@H](C1=CC=CC=C1)NC1=C(C=NC2=C(C=C(C=C12)N[C@@]([2H])(C=1C=NC(=CC1)F)C=1N=NN(C1)C1CC1)C#N)C#N